FC=1C=C(C=C(C1)F)C(C)O 1-(3,5-difluorophenyl)ethan-1-ol